FC=1C=C(C=CC1)N1C(C2=CC=CC=C2C(C1)C(C)C)=O 2-(3-fluorophenyl)-4-isopropyl-3,4-dihydroisoquinolin-1(2H)-one